ClC1=C(C=CC=C1C1=C(C(=NC=C1)C1=CC(=C(C=C1)C=O)OC)Cl)NC(=O)C=1N(C2=C(CN(CC2)CCOC2CC2)N1)C N-(2-chloro-3-(3-chloro-2-(4-formyl-3-methoxyphenyl)pyridin-4-yl)phenyl)-5-(2-cyclopropoxyethyl)-1-methyl-4,5,6,7-tetrahydro-1H-imidazo[4,5-c]pyridine-2-carboxamide